methylphenyl glycidate COC(=O)C1C(O1)C2=CC=CC=C2